methyl (E)-4-[2-[2-[2-[2-[2-[2-[2-[tertbutyl(dimethyl)silyl]oxyethoxy]ethoxy]ethoxy] ethoxy]ethoxy]ethoxy]ethoxy]but-2-enoate C(C)(C)(C)[Si](OCCOCCOCCOCCOCCOCCOCCOC/C=C/C(=O)OC)(C)C